6-(2-(5-Cyclopropyl-3-(2,6-difluorophenyl)isoxazol-4-yl)-7-azaspiro[3.5]non-1-en-7-yl)-4-(trifluoromethyl)chinolin C1(CC1)C1=C(C(=NO1)C1=C(C=CC=C1F)F)C1=CC2(C1)CCN(CC2)C=2C=C1C(=CC=NC1=CC2)C(F)(F)F